CC=1N=CC(=NC1)CNC=1N=CN=C2NN=CC12 ((5-Methyl-2-pyrazinyl)methyl)-2,4,8,9-tetrazabicyclo[4.3.0]nona-1,3,5,7-tetraen-5-ylamine